FC(C(=O)O)(F)F.CC(C)N propan-2-amine trifluoroacetic acid salt